4-(4-aminopiperidin-1-yl)-6-(1-methyl-1H-pyrazol-4-yl)pyrazolo[1,5-a]Pyridine NC1CCN(CC1)C=1C=2N(C=C(C1)C=1C=NN(C1)C)N=CC2